(S)-4-(7-bromo-4-((4-((5-fluoropyridin-3-yl)oxy)-3-methylphenyl)amino)pyrido[3,2-d]pyrimidin-6-yl)-2-(hydroxymethyl)piperazine-1-carboxylic acid tert-butyl ester C(C)(C)(C)OC(=O)N1[C@@H](CN(CC1)C=1C(=CC=2N=CN=C(C2N1)NC1=CC(=C(C=C1)OC=1C=NC=C(C1)F)C)Br)CO